ClC1=CC(=CC(=N1)N)C1=CN=C2N1C=C(C(=C2)OCCOC)S(=O)(=O)C(C)(C)C 6-chloro-4-[6-[(1,1-dimethylethyl)sulfonyl]-7-(2-methoxyethoxy)imidazo[1,2-a]pyridin-3-yl]-2-pyridinamine